((6-bromopyridin-3-yl)methyl)-4-ethylpiperazine BrC1=CC=C(C=N1)CN1CCN(CC1)CC